1,3-oxazolidin O1CNCC1